5-(1,2,2,2-tetrafluoroethyl)pyridin-2-amine FC(C(F)(F)F)C=1C=CC(=NC1)N